9-(4-chloro-2-fluoro-phenyl)-7-[(2R,4S,6S)-2-(1-cyclopropylpyrazol-4-yl)-6-methyl-tetrahydropyran-4-yl]-2,3-dimethyl-pyrimido[1,2-b]pyridazin-4-one ClC1=CC(=C(C=C1)C=1C=2N(N=C(C1)[C@@H]1C[C@@H](O[C@H](C1)C)C=1C=NN(C1)C1CC1)C(C(=C(N2)C)C)=O)F